C(C1=CC=CC=C1)C1=C(OCCO)C=CC(=C1)C 2-(2-benzyl-4-methylphenoxy)ethan-1-ol